2-(2-((S)-1-(2,3-Difluorobenzyl)-5-oxopyrrolidin-2-yl)acetamido)-N-(3-fluoro-4-methoxyphenyl)-3-methylbutanamide FC1=C(CN2[C@@H](CCC2=O)CC(=O)NC(C(=O)NC2=CC(=C(C=C2)OC)F)C(C)C)C=CC=C1F